C1(=CC=CC=C1)C1=NC(=NC(=N1)C1=CC=CC=C1)C1=C(C(=C(C(=C1N1C2=C(C=3C=CC=CC13)N=CC=C2)N2C1=C(C=3C=CC=CC23)N=CC=C1)C=1OC2=C(N1)C=CC=C2)N2C1=C(C=3C=CC=CC23)N=CC=C1)N1C2=C(C=3C=CC=CC13)N=CC=C2 2-(4-(4,6-diphenyl-1,3,5-triazin-2-yl)-2,3,5,6-tetrakis(5H-pyrido[3,2-b]indol-5-yl)phenyl)benzo[d]oxazole